C1(=CC=CC=C1)[C@H](C)NCC(=O)O (S)-N-(1-phenyl-ethyl)glycine